C(CC)C1=CC(=C(C=C1OC)CCNCC1=C(C=CC=C1)OC)OC 2-(4-propyl-2,5-dimethoxyphenyl)-N-[(2-methoxyphenyl)methyl]ethanamine